CN(C1=CC=C(N=N1)N1CC=2C=CC(NC2CC1)=O)C1CCNCC1 6-(6-(methyl(piperidin-4-yl)amino)pyridazin-3-yl)-5,6,7,8-tetrahydro-1,6-naphthyridin-2(1H)-one